O[C@@H](CNC1COC1)C=1C=NN(C1)C1=C(C=C(C#N)C=C1)OC1=NC(=NC(=C1)C1=CC=CC=C1)C 4-[4-[(1R)-1-hydroxy-2-(oxetan-3-ylamino)ethyl]pyrazol-1-yl]-3-(2-methyl-6-phenylpyrimidin-4-yl)oxybenzonitrile